2-(3-{2-[1-(difluoromethyl)cyclopropyl]ethynyl}pyridin-4-yl)-3-[(3-fluoro-2-methylphenyl)amino]-1H,5H,6H,7H-pyrrolo[3,2-c]pyridin-4-one FC(C1(CC1)C#CC=1C=NC=CC1C1=C(C=2C(NCCC2N1)=O)NC1=C(C(=CC=C1)F)C)F